Cl.NCC(=O)NCC(O)C1=C(C=CC(=C1)OC)OC 2-amino-N-(2-(2,5-dimethoxyphenyl)-2-hydroxyethyl)acetamide hydrochloride